N1N=CC(=C1)C1=CC=C(C(=O)[O-])C=C1 4-(1H-pyrazol-4-yl)benzoate